C1(CC1)NC1(CCCCCC1)CNC(C1=CC=C(C=C1)C#CC1=CC(=C(C=C1)F)F)=O N-((1-(cyclopropylamino)cycloheptyl)methyl)-4-((3,4-difluorophenyl)ethynyl)benzamide